CC1(CC1)OC1=C(C(=NC=N1)NC(CC1=NC=CC=C1)C)N 6-(1-Methylcyclopropoxy)-N4-(1-(pyridin-2-yl)propan-2-yl)pyrimidine-4,5-diamine